tri(2-ethyl) phosphate P(=O)(OCC)(OCC)OCC